1,4-bis(4-bromohexyl)benzene BrC(CCCC1=CC=C(C=C1)CCCC(CC)Br)CC